FC1=CC=C(C=C1)C1=CC=C(C=C1)CC=1C(=C(SC1C)C)C(=O)NC1CC2(CC(C2)C(=O)O)C1 6-(4-((4'-fluoro-[1,1'-biphenyl]-4-yl)methyl)-2,5-dimethylthiophene-3-carboxamido)spiro[3.3]heptane-2-carboxylic acid